C(=C)B(O)O vinyl-R-boronic acid